C12CCCC(CCC1)C2N2CCC(CC2)N2C(\C(\C1=CC(=CC=C21)F)=N/O)=O (Z)-1-(1-((1R,5S)-bicyclo[3.3.1]nonan-9-yl)piperidin-4-yl)-5-fluoro-3-(hydroxyimino)indolin-2-one